C=C1CC(CC(C1)=C)=C 1,3,5-tris(methylene)benzene